2-(4-(4-(2-(5-amino-8-(furan-2-yl)-2-oxothiazolo[5,4-e][1,2,4]triazolo[1,5-c]pyrimidin-3(2H)-yl)ethyl)piperazin-1-yl)phenoxy)acetamide NC1=NC2=C(C=3N1N=C(N3)C=3OC=CC3)SC(N2CCN2CCN(CC2)C2=CC=C(OCC(=O)N)C=C2)=O